CC=1C=CC(=C(C1)B(O)O)OCC1OCCC1 [5-METHYL-2-(OXOLAN-2-YLMETHOXY)PHENYL]BORANEDIOL